citrate C(CC(O)(C(=O)[O-])CC(=O)[O-])(=O)[O-]